1,3-Bis(palmitoyloxy)propan-2-yl (2-(4-((tert-butyldimethylsilyl)oxy)-2-methylbutan-2-yl)-3,5-dimethylphenyl) adipate C(CCCCC(=O)OC1=C(C(=CC(=C1)C)C)C(C)(CCO[Si](C)(C)C(C)(C)C)C)(=O)OC(COC(CCCCCCCCCCCCCCC)=O)COC(CCCCCCCCCCCCCCC)=O